(S)-quinuclidin-3-yl (6-fluoro-7-(3-methoxyphenyl)-3,3-dimethylchroman-4-yl)carbamate FC=1C=C2C(C(COC2=CC1C1=CC(=CC=C1)OC)(C)C)NC(O[C@@H]1CN2CCC1CC2)=O